FC1=C(C=CC=C1OC)C=1C(N(C(N(C1C)CC1=C(C=CC=C1C(F)(F)F)F)=O)C[C@@H](C1=CC=CC=C1)N1C(CC=C1)=O)=O (R)-5-(2-fluoro-3-methoxyphenyl)-1-(2-fluoro-6-(trifluoromethyl)benzyl)-6-methyl-3-(2-(2-oxopyrrol-1-yl)-2-phenylethyl)pyrimidine-2,4(1h,3h)-dione